2-bromo-1-(2-hydroxyphenyl)ethanone BrCC(=O)C1=C(C=CC=C1)O